4-(3-Chloroanilino)-2'-{(2R)-3-[(1H-indol-3-yl)oxy]-2-methylpropyl}-2',3'-dihydrospiro[cyclohexane-1,1'-indene]-4-carboxylic acid ClC=1C=C(NC2(CCC3(C(CC4=CC=CC=C34)C[C@H](COC3=CNC4=CC=CC=C34)C)CC2)C(=O)O)C=CC1